5-fluoro-3-(difluoromethyl)-5-fluoro-1-methyl-1H-pyrazole-4-carboxylic acid FC1(C(=C(NN1C)C(F)F)C(=O)O)F